C(C)(C)(C)[C@]1(N(C[C@@H](N(C1)C1=CC=C2C(C(NC2=C1)=O)(C)C)C)C(=O)OC1=NC(=CC2=CC=CC=C12)S(=O)(=O)N1C(CNCCC1)C(C)C)C ((2-isopropyl-1,4-diazacycloheptan-1-yl)sulfonyl)isoquinolin-1-ol tert-butyl-(2R,5S)-4-(3,3-dimethyl-2-oxoindolin-6-yl)-2,5-dimethylpiperazine-1-carboxylate